(3R)-1-(6-chloro-5-fluoro-2-{[(2R,7aS)-2-fluorotetrahydro-1H-pyrrolizin-7a(5H)-yl]methoxy}pyrimidin-4-yl)-3-methylpiperidin-3-ol ClC1=C(C(=NC(=N1)OC[C@]12CCCN2C[C@@H](C1)F)N1C[C@@](CCC1)(O)C)F